C(C)(=O)OC1=CC2=C(OCO2)C=C1C1=C2C=C(C(=CC2=CC=2COC(C21)=O)OC)OC 6-(6,7-dimethoxy-3-oxo-1,3-dihydronaphtho[2,3-c]furan-4-yl)benzo[d][1,3]dioxol-5-yl acetate